O=C1N(C2=C(N1COCC[Si](C)(C)C)C(=CC=C2C(=O)[O-])C(=O)[O-])COCC[Si](C)(C)C 2-oxo-1,3-bis((2-(trimethylsilyl)ethoxy)methyl)-2,3-dihydro-1H-benzo[d]imidazole-4,7-dicarboxylate